C(C=C)(=O)CO[Si](OC)(OC)CC acryloyl-ethyl-trimethoxysilane